((5-fluoroisoindolin-2-yl)methyl)-5-hydroxy-4H-pyran-4-one FC=1C=C2CN(CC2=CC1)CC=1OC=C(C(C1)=O)O